5-chloro-2,4-dimethoxybenzaldehyde ClC=1C(=CC(=C(C=O)C1)OC)OC